N[C@@H]1C[C@@](N(CC1)C(=O)O)(C(=O)O)CCCCB1OC(C(O1)(C)C)(C)C.C1(=CC=CC=C1)C1=NC2=C3N=C(C=CC3=CC=C2C=C1)C1=CC(=CC=C1)C=1C=CC2=CC=C3C=CC(=NC3=C2N1)C1=CC=CC=C1 1,3-bis(2-phenyl-1,10-phenanthroline-9-yl)benzene (2R,4S)-4-amino-2-(4-(4,4,5,5-tetramethyl-1,3,2-dioxaborolan-2-yl)butyl)piperidine-1,2-dicarboxylate